C1(CC1)NC(=O)C1=NC=C(N=C1)N1[C@@H](C2=C(CC1)NC=N2)C2=NN1C(C(=CC=C1)C)=C2 (S)-N-cyclopropyl-5-(4-(4-methylpyrazolo[1,5-a]pyridin-2-yl)-1,4,6,7-tetrahydro-5H-imidazo[4,5-c]pyridin-5-yl)pyrazine-2-carboxamide